OC1(CC(C1)C(=O)N1CC2(C1)CCC(CC2)OC2=NC(=CC=C2C)C(F)(F)F)C ((1s,3s)-3-Hydroxy-3-methylcyclobutyl)(7-((3-methyl-6-(trifluoromethyl)pyridin-2-yl)oxy)-2-azaspiro[3.5]nonan-2-yl)methanon